1-[[2-(difluoro-methoxy)pyridin-4-yl]methyl]-3-[rac-(1R,3S)-3-hydroxy-3-(trifluoromethyl)cyclopentyl]urea FC(OC1=NC=CC(=C1)CNC(=O)N[C@H]1C[C@@](CC1)(C(F)(F)F)O)F |r|